[Ca].[Fe].[Zn] zinc-iron-calcium